C(C)SC1=CC(=C(C=C1)CC(C)N)OC 1-(4-(ethylthio)-2-methoxyphenyl)propan-2-amine